ClC=1C=C(C(=O)NC2[C@H]3CC(C[C@@H]23)(O)C2=C3C=NNC3=CC(=C2)Cl)C=C(C1)F 3-chloro-N-((1r,3r,5s,6r)-3-(6-chloro-1H-indazol-4-yl)-3-hydroxybicyclo[3.1.0]hexane-6-yl)-5-fluorobenzamide